OC[C@H]1N(C[C@@H]([C@H]([C@@H]1O)O)O)C[C@@H]1CN(CCC1)C1=C(C=CC=C1)C (2R,3R,4R,5S)-2-(hydroxymethyl)-1-(((R)-1-(o-tolyl)piperidin-3-yl)methyl)piperidine-3,4,5-triol